COC(CCCCOC(CCCCOC(CCCCO)C)C)C 5-(5-(5-methoxyhexyloxy)hexyloxy)hexanol